FC(C(=O)O)(F)F.NC=1C(=NC(=CN1)C1=C(C=CC(=C1)C(C(F)(F)F)(CO)O)C)C1CC(C1)C(=O)N1CC(C1)O (3-(3-Amino-6-(2-methyl-5-(1,1,1-trifluoro-2,3-dihydroxypropan-2-yl)phenyl)pyrazin-2-yl)cyclobutyl)(3-hydroxyazetidin-1-yl)methanone trifluoroacetate salt